3,3,5-tribromo-4-chloro-1-((2-(trimethylsilyl)ethoxy)methyl)-1,3-dihydro-2H-pyrrolo[2,3-b]pyridin-2-one BrC1(C(N(C2=NC=C(C(=C21)Cl)Br)COCC[Si](C)(C)C)=O)Br